[Cl-].C(C)(=O)OC(C(=O)OC1CC2CCC(C1)[N+]21CCCC1)(C1=CC=CC=C1)C1=CC=CC=C1 3-(2-acetoxy-2,2-diphenylacetoxy)spiro[bicyclo[3.2.1]octane-8,1'-pyrrolidin]-8-ium chloride